C1=CN=CC=2C=CC3=C(C12)NC1=C3C=NC=C1 pyrido[3',4':4,5]pyrrolo[2,3-f]isoquinolin